2-ethylhexyl acrylate (2-ethylhexylacrylate) C(C)C(CC(C(=O)O)=C)CCCC.C(C=C)(=O)OCC(CCCC)CC